FC(C=1SC=C(N1)CNN1C(OCCC1)=O)(F)F 3-(((2-(trifluoromethyl)thiazol-4-yl)methyl)amino)-1,3-oxazinan-2-one